10-bromo-4-chloro-6-(cyclopropylmethyl)-7,8-dihydro-6H-[1,4]oxazino[3,2-g]quinazoline BrC=1C2=C(C=C3C(=NC=NC13)Cl)N(CCO2)CC2CC2